acryloyl-ethylamine C(C=C)(=O)NCC